ClC1=C(C=CC2=C1C(=N[C@H](C=1N2N=C(N1)NC(=O)NC1COC1)C)C1=NC=CC=C1F)C(F)(F)F 1-[(4S)-7-chloro-6-(3-fluoro-2-pyridyl)-4-methyl-8-(trifluoromethyl)-4H-[1,2,4]triazolo[1,5-a][1,4]benzodiazepin-2-yl]-3-(oxetan-3-yl)urea